OCC1=C(C(=NN1C)OC)C1=CC=C(C(=N1)C)O[C@@H]1C[C@H](CCC1)C(=O)OC(C)C |r| (+/-)-isopropyl (1S,3S)-3-((6-(5-(hydroxymethyl)-3-methoxy-1-methyl-1H-pyrazol-4-yl)-2-methylpyridin-3-yl)oxy)cyclohexane-1-carboxylate